Propylen-oxid C1C(C)O1